4-methyl-3-{1-[4-(morpholine-4-carbonyl)-phenyl]-1H-[1,2,3]triazol-4-yl}-1H-quinolin-2-one CC1=C(C(NC2=CC=CC=C12)=O)C=1N=NN(C1)C1=CC=C(C=C1)C(=O)N1CCOCC1